CON=C1C=2C(=NC=N1)N=CC2 pyrrolo[2,3-d]pyrimidin-4-one O-methyl oxime